C1=CC=CC=2C3=CC=CC=C3C(C12)COC(=O)N(C(C(=O)OC(C)(C)C)CC1=CC=C(C=C1)C(F)(F)F)C tert-Butyl 2-((((9H-fluoren-9-yl)methoxy) carbonyl)(methyl)amino)-3-(4-(trifluoromethyl)phenyl)propanoate